Cl.O[C@H](COC=1C=C(C=2N(C1)N=CC2C#N)C=2C=NC(=CC2)N2CCNCC2)C (S)-6-(2-hydroxypropoxy)-4-(6-(piperazin-1-yl)pyridin-3-yl)pyrazolo[1,5-a]pyridine-3-carbonitrile hydrochloride